CCOC(=O)O[C@@]1(CC[C@@H]2[C@@]1(C[C@@H]([C@H]3[C@H]2CCC4=CC(=O)C=C[C@]34C)O)C)C(=O)OCCl The molecule is an etabonate ester, an 11beta-hydroxy steroid, a steroid ester, an organochlorine compound, a steroid acid ester and a 3-oxo-Delta(1),Delta(4)-steroid. It has a role as an anti-inflammatory drug. It derives from a loteprednol.